1-(5-(3-chloro-5-cyanophenyl)-1H-indol-3-yl)-3-(4-(trifluoromethyl)phenyl)urea ClC=1C=C(C=C(C1)C#N)C=1C=C2C(=CNC2=CC1)NC(=O)NC1=CC=C(C=C1)C(F)(F)F